FC1=CC=C(C=C1)N1C(C=CC=C1)=O 1-(4-fluorophenyl)-2-oxo-1,2-dihydropyridine